N1C(=NCC1)SC1=NOC(C1)(C)C 3-(4,5-dihydro-1H-imidazol-2-ylsulfanyl)-5,5-dimethyl-4H-isoxazole